C1(=CC=C(C=C1)C1=NC(=NC(=N1)Cl)Cl)C1=CC=CC=C1 2-([1,1'-biphenyl]-4-yl)-4,6-dichloro-1,3,5-triazine